BrC=1C=NC=C(C1)OC(C)C 3-bromo-5-(prop-2-yloxy)pyridine